C1(=CC(=CC=C1)CNCC1=CC=CC=C1)CNCC1=CC=CC=C1 1,1'-(1,3-phenylene)bis(N-benzylmethylamine)